N,N'-diphenyl-biphenyldiamine C1(=CC=CC=C1)NC1=C(C=CC=C1NC1=CC=CC=C1)C1=CC=CC=C1